(1S,3aR,4S,7R,7aS)-2-(O-cyclopropyl-L-threonyl)-2,3,3a,4,7,7a-hexahydro-1H-4,7-methanoisoindole-1-carboxylic acid trifluoroacetic acid salt FC(C(=O)O)(F)F.C1(CC1)O[C@@H]([C@H](N)C(=O)N1[C@@H]([C@H]2[C@H]3C=C[C@@H]([C@H]2C1)C3)C(=O)O)C